N-(4-(1-(4-Fluoro-3-hydroxyphenyl)-1H-indazol-5-yl)phenyl)methanesulfonamide FC1=C(C=C(C=C1)N1N=CC2=CC(=CC=C12)C1=CC=C(C=C1)NS(=O)(=O)C)O